N-(2,3-bis(isobutyryl-oxy)-5-chlorobenzylidene)-2,3-dichloro-benzenamine C(C(C)C)(=O)OC1=C(C=NC2=C(C(=CC=C2)Cl)Cl)C=C(C=C1OC(C(C)C)=O)Cl